3'-methoxyl-apigenin O(C)C=1C=C(C=2OC=3C=C(C=C(C3C(C2)=O)O)O)C=CC1O